2-(2,6-dimethylpyridin-4-yl)-3-isopropyl-5-(1-(5-methyl-4-oxaspiro[2.5]oct-7-yl)piperidin-4-yl)-1H-indole CC1=NC(=CC(=C1)C=1NC2=CC=C(C=C2C1C(C)C)C1CCN(CC1)C1CC(OC2(CC2)C1)C)C